C1=C(C=CC2=CC=CC=C12)NC1=CC=C(C=C1)NC1=CC2=CC=CC=C2C=C1 N,N'-bis(β-naphthyl)-p-phenylenediamine